6-(2,4-dimethyl-1,3-thiazol-5-yl)-2-[[1-(2-methylpyrazolo[1,5-a]pyrazin-4-yl)piperidin-4-yl]methyl]pyridazin-3-one CC=1SC(=C(N1)C)C=1C=CC(N(N1)CC1CCN(CC1)C=1C=2N(C=CN1)N=C(C2)C)=O